4-((5-chloro-7-(2-((3-(2,2-difluoroethyl)-2,6-dioxo-5-(trifluoromethyl)-3,6-dihydropyrimidin-1(2H)-yl)methyl)thieno[3,2-b]pyridin-7-yl)-1H-indol-1-yl)methyl)piperidine-4-carbonitrile ClC=1C=C2C=CN(C2=C(C1)C1=C2C(=NC=C1)C=C(S2)CN2C(N(C=C(C2=O)C(F)(F)F)CC(F)F)=O)CC2(CCNCC2)C#N